N-(3-methoxy-4-(3-(((4-methylmorpholin-2-yl)methyl)amino)-6-(pyrazolo[1,5-a]pyrimidin-3-yl)-1H-pyrazolo[4,3-c]pyridin-1-yl)phenyl)methanesulfonamide COC=1C=C(C=CC1N1N=C(C=2C=NC(=CC21)C=2C=NN1C2N=CC=C1)NCC1CN(CCO1)C)NS(=O)(=O)C